tert-butyl 3-(5-hydroxy-1,3-dioxo-isoindolin-2-yl)-2,6-dioxo-piperidine-1-carboxylate OC=1C=C2C(N(C(C2=CC1)=O)C1C(N(C(CC1)=O)C(=O)OC(C)(C)C)=O)=O